COC1=CC2=C(C=3C=COC31)C=C(S2)C(CC(C(=O)O)C)=O 4-(4-methoxythieno[3,2-e]benzofuran-7-yl)-2-methyl-4-oxobutanoic acid